C1(CCCCC1)NC=1C2=C(N=CC1C1=NC=CC=C1)NC=C2 N-cyclohexyl-5-(pyridin-2-yl)-1H-pyrrolo[2,3-b]Pyridin-4-amine